C1(CC1)C#C[C@@]1(NC(NC2=CC(=C(C=C12)F)CN1N=C(C=CC1=O)OC)=O)C(C)(F)F (S)-4-(cyclopropylethynyl)-4-(1,1-difluoroethyl)-6-fluoro-7-((3-methoxy-6-oxopyridazin-1(6H)-yl)methyl)-3,4-dihydroquinazolin-2(1H)-one